CC1=CC=C(C=C1)S(=O)(=O)O.C(C1=CC=CC=C1)OC([C@@H](N)CC(=O)OCC1=CC=CC=C1)=O L-aspartic acid dibenzyl ester p-toluenesulfonate